9-(3-bromophenyl)-2-(phenanthren-9-yl)-9H-carbazole-1,3,4,5,6,7,8-d7 BrC=1C=C(C=CC1)N1C2=C(C(=C(C(=C2C=2C(=C(C(=C(C12)[2H])C=1C2=CC=CC=C2C=2C=CC=CC2C1)[2H])[2H])[2H])[2H])[2H])[2H]